C(C1=CC=CC=C1)N1N=CC(=C1)C=1C(=CC(N(C1)C)=O)OCC(F)(F)F 5-(1-benzyl-1H-pyrazol-4-yl)-1-methyl-4-(2,2,2-trifluoroethoxy)pyridin-2(1H)-one